[N+](=O)([O-])NC1=NON=C1 3-nitroaminofurazan